CO\N=C\C=1C=C(C=CC1)C1=CC=C(C=C1)C=1C=CC2=C(NC(=N2)C)C1 (E)-6-(3'-((Methoxyimino)Methyl)-[1,1'-Biphenyl]-4-yl)-2-Methyl-1H-benzo[d]Imidazol